FC1=CC=C(C=C1)C=1N=CN(C1C1=C2C(=NC=C1)NC=C2)C=2C=NC=CC2 4-(4-(4-fluorophenyl)-1-(pyridin-3-yl)-1H-imidazol-5-yl)-1H-pyrrolo[2,3-b]pyridine